rac-(1R*,2S*)-N-(Benzo[d]thiazol-5-ylmethyl)-N-(4,4-difluorocyclohexyl)-2-tosylcyclohexane-1-carboxamide S1C=NC2=C1C=CC(=C2)CN(C(=O)[C@@H]2[C@H](CCCC2)S(=O)(=O)C2=CC=C(C)C=C2)C2CCC(CC2)(F)F |r|